2-bromo-N,N-diethyl-1-ethylamine hydrochloride Cl.BrCCN(CC)CC